ClC=1C(=CC(=C(C1)NC=1N=C(C2=C(N1)NC=C2)NC=2C=CC=C1CCN(C21)S(=O)(=O)C)OC)N2CCC(CC2)N2CCN(CC2)C N2-(5-chloro-2-methoxy-4-(4-(4-methylpiperazin-1-yl)piperidin-1-yl)phenyl)-N4-(1-(methylsulfonyl)indolin-7-yl)-7H-pyrrolo[2,3-d]pyrimidine-2,4-diamine